N-(2-(1-(3-(2,6-dioxopiperidin-3-yl)benzyl)piperidin-4-yl)-5-(2-hydroxypropan-2-yl)benzo[d]oxazol-6-yl)-6-(trifluoromethyl)nicotinamide O=C1NC(CCC1C=1C=C(CN2CCC(CC2)C=2OC3=C(N2)C=C(C(=C3)NC(C3=CN=C(C=C3)C(F)(F)F)=O)C(C)(C)O)C=CC1)=O